COC1=CC=C(C=C1)N1C(=NC2=C1C=CC=C2C(=O)O)C (4-methoxyphenyl)-2-methyl-1H-benzimidazole-4-carboxylic acid